2-(3-hydroxy-5-trifluoromethyl-phenyl)hexafluoropropane OC=1C=C(C=C(C1)C(F)(F)F)C(C(F)(F)F)C(F)(F)F